C(C)(C)(C)C1=CC=2[C@](C3=C(NC2N=C1)CC(CC3=O)(C)C)(C3=CC=CC=C3)C (5R)-3-tert-butyl-5,8,8-trimethyl-5-phenyl-9,10-dihydro-7H-benzo[b][1,8]naphthyridin-6-one